N-[7-benzyloxy-5-fluoro-6-(1,1,4-trioxo-1,2,5-thiadiazolidin-2-yl)-2-naphthyl]-2-[1-[1-(2,6-dioxo-3-piperidyl)-4-fluoro-3-methyl-2-oxo-benzimidazol-5-yl]-4-piperidyl]acetamide C(C1=CC=CC=C1)OC1=C(C(=C2C=CC(=CC2=C1)NC(CC1CCN(CC1)C1=C(C2=C(N(C(N2C)=O)C2C(NC(CC2)=O)=O)C=C1)F)=O)F)N1S(NC(C1)=O)(=O)=O